C1(CC1)C=1N=CN(C1)C1CC2(CN(C2)C(=O)C=2C=NC(=C(C2)F)F)C1 [6-(4-cyclopropylimidazol-1-yl)-2-azaspiro[3.3]heptan-2-yl]-(5,6-difluoro-3-pyridyl)methanone